(4-methyl-3-pyrimidin-2-ylphenyl)-1-pyrimidin-2-ylpiperidine-2-carboxamide CC1=C(C=C(C=C1)C1(N(CCCC1)C1=NC=CC=N1)C(=O)N)C1=NC=CC=N1